C(C)N1N=C(C(=C1)C1=NC(=NC=C1)NC1=CC=C2CCNCC2=C1)C=1C=NC=CC1 N-(4-(1-ethyl-3-(pyridin-3-yl)-1H-pyrazol-4-yl)pyrimidin-2-yl)-1,2,3,4-tetrahydroisoquinolin-7-amine